C(C)(C)(C)OC(C(CC1=CC=C(C=C1)C(C(=O)OC)(C)C)(C)C)=O 3-(4-(1-methoxy-2-methyl-1-ketopropan-2-yl)phenyl)-2,2-dimethylpropionic acid tert-butyl ester